C(C#CC)(=O)N1CCN(CC1)C1C=2C(NCC1)=C(N(N2)C2=CC=C(C=C2)OC2=CC=CC=C2)C(=O)N 7-[4-(But-2-ynoyl)piperazin-1-yl]-2-(4-phenoxyphenyl)-4,5,6,7-tetrahydro-2H-pyrazolo[4,3-b]pyridine-3-carboxamide